NC(C(C(CCCCNC(OCC1=CC=CC=C1)=O)NC(=O)[C@H]1N(C[C@H](C1)N1N=NC=C1C(C)(C)O)C([C@@H](CC1CCCCC1)NC(C1=NC=CC=C1)=O)=O)=O)=O Benzyl (7-amino-5-((2S,4S)-1-((R)-3-cyclohexyl-2-(picolinamido)propanoyl)-4-(5-(2-hydroxypropan-2-yl)-1H-1,2,3-triazol-1-yl)pyrrolidin-2-carboxamido)-6,7-dioxoheptyl)carbamat